6-(6-chloroquinazolin-4-yl)-N-(2-fluoro-3-pyridyl)-7,8-dihydro-5H-1,6-naphthyridin-3-amine ClC=1C=C2C(=NC=NC2=CC1)N1CC=2C=C(C=NC2CC1)NC=1C(=NC=CC1)F